N-(3-chloro-4-fluorophenyl)-4-(5-hydroxy-5-(prop-1-yn-1-yl-d3)octahydro-pentalen-2-yl)-1-methyl-1H-imidazole-5-carboxamide ClC=1C=C(C=CC1F)NC(=O)C1=C(N=CN1C)C1CC2CC(CC2C1)(C#CC([2H])([2H])[2H])O